2-{2-[(1R,5S)-6,6-dimethylbicyclo[3.1.1]hept-2-en-2-yl]ethyl}isoindole-1,3-dione CC1([C@H]2CC=C([C@@H]1C2)CCN2C(C1=CC=CC=C1C2=O)=O)C